ClC=1C(=NC(=NC1)NC1=C(C=C(C(=C1)C)N1CCC(CC1)N1CCN(CC1)C)OC)NC1=CC=C(C(=C1P(C)(C)=O)C)C (6-((5-Chloro-2-((2-methoxy-5-methyl-4-(4-(4-methylpiperazin-1-yl)piperidin-1-yl)phenyl)amino)pyrimidin-4-yl)amino)-2,3-dimethylphenyl)dimethylphosphine oxide